phenylpropanol hydrate O.C1(=CC=CC=C1)C(CC)O